5-(2'-fluoro-2-methyl-[1,1'-biphenyl]-3-yl)isoindol-1-one FC1=C(C=CC=C1)C1=C(C(=CC=C1)C=1C=C2C=NC(C2=CC1)=O)C